4-[2-(5-fluoro-2-{3-[2-(methylamino)ethyl]imidazo[1,2-a]pyridin-6-yl}phenoxy)ethyl]-N,N,1,5-tetramethyl-1H-pyrazole-3-carboxamide FC=1C=CC(=C(OCCC=2C(=NN(C2C)C)C(=O)N(C)C)C1)C=1C=CC=2N(C1)C(=CN2)CCNC